NC=1C(=NC=CN1)C(=O)N AMINO-PYRAZINECARBOXAMIDE